N-((5-(5-(difluoromethyl)-1,3,4-oxadiazol-2-yl)pyridin-2-yl)methyl)-3-fluoro-N-(3-fluorophenyl)-1'-(tetrahydro-2H-pyran-4-yl)-[1,3'-biazetidine]-3-carboxamide FC(C1=NN=C(O1)C=1C=CC(=NC1)CN(C(=O)C1(CN(C1)C1CN(C1)C1CCOCC1)F)C1=CC(=CC=C1)F)F